5-[(2-{4-[5-chloro-2-(4-chloro-1H-imidazol-1-yl)phenyl]-5-methoxy-2-oxopyridin-1(2H)-yl}-4-methoxybutyryl)amino]-N-methylpyridine-2-carboxamide ClC=1C=CC(=C(C1)C1=CC(N(C=C1OC)C(C(=O)NC=1C=CC(=NC1)C(=O)NC)CCOC)=O)N1C=NC(=C1)Cl